C(C)(C)(C)OC(=O)N1C[C@@H](CC1)[C@@H](CC=1C=C(C=CC1)CCC(=O)O)C(=O)O 3-[3-[(2R)-2-[(3S)-1-tert-Butoxycarbonylpyrrolidin-3-yl]-2-carboxyethyl]phenyl]propanoic acid